COC(=O)C1(CC2=CC=CC=C2C1)N 2-amino-2,3-dihydro-1H-indene-2-carboxylic acid methyl ester